(4-((3-methyl-4-((1-methyl-1H-benzimidazol-5-yl)oxy)phenyl)amino)pyrimidine-5-carbonyl)serine methyl ester COC([C@@H](NC(=O)C=1C(=NC=NC1)NC1=CC(=C(C=C1)OC1=CC2=C(N(C=N2)C)C=C1)C)CO)=O